N-(6-(4-(4-((5-amino-7-(butylamino)-2H-pyrazolo[4,3-d]pyrimidin-2-yl)methyl)-3-methoxyphenyl)piperazin-1-yl)-2-methyl-6-oxohexan-2-yl)stearamide NC=1N=C(C=2C(N1)=CN(N2)CC2=C(C=C(C=C2)N2CCN(CC2)C(CCCC(C)(C)NC(CCCCCCCCCCCCCCCCC)=O)=O)OC)NCCCC